2-(2-butoxyethoxy)ethyl Thiocyanate C(CCC)OCCOCCSC#N